(6-(2-(aminomethyl)-7-(4-fluorophenyl)benzofuran-5-yl)pyridin-3-yl)(4-fluorophenyl)methanone NCC=1OC2=C(C1)C=C(C=C2C2=CC=C(C=C2)F)C2=CC=C(C=N2)C(=O)C2=CC=C(C=C2)F